1-({[(2-{6-Cyclopropyl-4-[4-fluoro-2-(4-methyl-1,2,4-triazol-3-yl)phenyl]pyridin-2-yl}-1,3-benzoxazol-5-yl)methyl]amino}methyl)cyclobutan-1-ol C1(CC1)C1=CC(=CC(=N1)C=1OC2=C(N1)C=C(C=C2)CNCC2(CCC2)O)C2=C(C=C(C=C2)F)C2=NN=CN2C